mono[2-(2-butoxyethoxy) ethyl] ether C(CCC)OCCOCCOCCOCCOCCCC